3-isocyanatobutyl-methyldiethoxysilane N(=C=O)C(CC[Si](OCC)(OCC)C)C